3-Amino-1-(3-((8-aminoimidazo[1,2-a]pyrazin-3-yl)methyl)-2',4',5'-trifluoro-[1,1'-biphenyl]-4-yl)-N-methylpiperidine-3-carboxamide NC1(CN(CCC1)C1=C(C=C(C=C1)C1=C(C=C(C(=C1)F)F)F)CC1=CN=C2N1C=CN=C2N)C(=O)NC